3-hydroxymethylglutaryl-CoA OCC(CC(=O)SCCNC(CCNC([C@@H](C(COP(OP(OC[C@@H]1[C@H]([C@H]([C@@H](O1)N1C=NC=2C(N)=NC=NC12)O)OP(=O)(O)O)(=O)O)(=O)O)(C)C)O)=O)=O)CC(=O)O